(e)-3-(3-(cyclohexylmethoxy)-5-fluorophenyl)prop-2-en-1-amine C1(CCCCC1)COC=1C=C(C=C(C1)F)/C=C/CN